tert-butyl methyl(2-{3-[2-(7-oxa-2-azaspiro[3.5]nonan-2-yl)ethoxy]phenyl}ethyl)carbamate CN(C(OC(C)(C)C)=O)CCC1=CC(=CC=C1)OCCN1CC2(C1)CCOCC2